(2-Ethoxy-5-fluoro-4-{6-[2-(5-fluoro-2,7-dimethyl-benzo[b]thiophen-3-yl)-ethylamino]-pyrimidin-4-yl}-phenyl)-acetic acid C(C)OC1=C(C=C(C(=C1)C1=NC=NC(=C1)NCCC=1C2=C(SC1C)C(=CC(=C2)F)C)F)CC(=O)O